4-(4-Methylpyridin-3-yl)benzene-1,2-diol CC1=C(C=NC=C1)C=1C=C(C(=CC1)O)O